1,2,3,4-tetrafluoro-5-(fluoromethylene)cyclopent-1,3-diene FC1=C(C(=C(C1=CF)F)F)F